C(C)S(=O)(=O)C1=CC=C(C=C1)[C@@H](CO)C1=C(C(=O)N)C=CC(=N1)N1[C@@H](C[C@H](C1)C1=CC=C(C=C1)C(F)(F)F)COC(F)(F)F ((R)-1-(4-(ethylsulfonyl)phenyl)-2-hydroxyethyl)-6-((2S,4S)-2-((trifluoromethoxy)methyl)-4-(4-(trifluoromethyl)phenyl)pyrrolidin-1-yl)nicotinamide